1-(4-(2-(((3r,4s)-1-(cyclopropylsulfonyl)-3-fluoropiperidin-4-yl)amino)-5-(trifluoromethyl)pyrimidin-4-yl)-1H-imidazol-1-yl)-2-methylpropan-2-ol C1(CC1)S(=O)(=O)N1C[C@H]([C@H](CC1)NC1=NC=C(C(=N1)C=1N=CN(C1)CC(C)(O)C)C(F)(F)F)F